C(C)(C)(C)OC(=O)NC(C(C(C([C@H](N)C(=O)O)([2H])[2H])([2H])[2H])([2H])[2H])([2H])[2H] N6-(tert-butoxycarbonyl)-L-lysine-3,3,4,4,5,5,6,6-d8